3-(4-(7,7-difluoro-2-((2S,3R)-3-fluoro-2-methylazetidin-1-yl)-6,7-dihydro-5H-cyclopenta[d]pyrimidin-4-yl)phenyl)oxetan-3-amine FC1(CCC2=C1N=C(N=C2C2=CC=C(C=C2)C2(COC2)N)N2[C@H]([C@@H](C2)F)C)F